NC1=NC(=C(C(=C1C#N)C1=CC=C(C=C1)OC(CO)(F)F)C#N)SCC=1C=NC=CC1 2-amino-4-[4-(1,1-difluoro-2-hydroxy-ethoxy)phenyl]-6-(3-pyridylmethylsulfanyl)pyridine-3,5-dicarbonitrile